C(CCC)OC=1C=C(C=CC1)C1=CC(=C(C(=C1)F)NC(=O)C1=C(C(=O)O)C=CC=C1)Cl 2-(3'-butoxy-3-chloro-5-fluorobiphenyl-4-ylcarbamoyl)benzoic acid